N-[1-[[6-[2-chloro-3-[3-chloro-2-(4-formyl-3-methoxy-phenyl)-4-pyridyl]phenyl]-2-methoxy-3-pyridyl]methyl]-4-piperidyl]-acetamide ClC1=C(C=CC=C1C1=C(C(=NC=C1)C1=CC(=C(C=C1)C=O)OC)Cl)C1=CC=C(C(=N1)OC)CN1CCC(CC1)NC(C)=O